BrC=1C=C2CCN(C2=CC1OC)S(=O)(=O)CC 5-Bromo-1-(ethylsulfonyl)-6-methoxyindoline